tert-butyl (4-(6-(1-methyl-1H-pyrazol-4-yl)pyrrolo[2,1-f][1,2,4]triazin-4-yl)-3-fluoro-2-methylbenzyl)carbamate CN1N=CC(=C1)C=1C=C2C(=NC=NN2C1)C1=C(C(=C(CNC(OC(C)(C)C)=O)C=C1)C)F